N4-(5-chloro-3-(methylsulfonyl)pyridine-2-yl)pyrimidine-4,6-diamine ClC=1C=C(C(=NC1)NC1=NC=NC(=C1)N)S(=O)(=O)C